BrC1=CC(=NC=C1OC)[C@@H](C)NCC (R)-1-(4-bromo-5-methoxypyridin-2-yl)-N-ethylethan-1-amine